5-(2-Amino-8-fluoro[1,2,4]triazolo[1,5-a]pyridin-6-yl)-N-(1,1-dimethylethyl)-3-pyridinesulfonamide NC1=NN2C(C(=CC(=C2)C=2C=C(C=NC2)S(=O)(=O)NC(C)(C)C)F)=N1